δ-tocopherol CC1=CC(=CC2=C1O[C@](CC2)(C)CCC[C@H](C)CCC[C@H](C)CCCC(C)C)O